8-amino-2-(3-iodophenyl)pyrido[3,4-d]pyrimidin-4(3H)-one NC1=NC=CC2=C1N=C(NC2=O)C2=CC(=CC=C2)I